germanium boron silicon [Si].[B].[Ge]